(1-fluorocyclohexyl)methanone FC1(CCCCC1)C=O